C(C1=CC=CC=C1)OC=1C=C2CCC(=C(C2=CC1)C=1C=CC(=NC1)N1CCC2(CCN(CC2)C(=O)OC(C)(C)C)CC1)C1=CC=CC=C1 tert-butyl 9-(5-(6-(benzyloxy)-2-phenyl-3,4-dihydronaphthalen-1-yl)pyridin-2-yl)-3,9-diazaspiro[5.5]undecane-3-carboxylate